tris(2-ethylhexanoate) iron [Fe+3].C(C)C(C(=O)[O-])CCCC.C(C)C(C(=O)[O-])CCCC.C(C)C(C(=O)[O-])CCCC